COC(=O)C=1C(NN=C(C1)C1=CC=C(C=C1)Cl)=O 6-(4-chlorophenyl)-3-oxo-2,3-dihydropyridazine-4-carboxylic acid methyl ester